BrC=1C=2N(C(=C(C1)C)C(C)(C)O)N=CN2 2-(8-bromo-6-methyl-[1,2,4]triazolo[1,5-a]pyridin-5-yl)propan-2-ol